3-[(3-chloro-2-methoxyphenyl)amino]-2-(3-[[(2R)-1-methanesulfonylpyrrolidin-2-yl]methoxy]pyridin-4-yl)-1H,5H,6H,7H-pyrrolo[3,2-c]pyridin-4-one ClC=1C(=C(C=CC1)NC1=C(NC2=C1C(NCC2)=O)C2=C(C=NC=C2)OC[C@@H]2N(CCC2)S(=O)(=O)C)OC